(3-chloro-1-methyl-1H-pyrrolo[2,3-b]pyridin-5-yl)methylamine dihydrochloride Cl.Cl.ClC1=CN(C2=NC=C(C=C21)CN)C